Tert-Butyl (S)-3-((7-((tert-butoxycarbonyl)(3-fluorobenzyl)amino)-3-cyclopropylpyrazolo[1,5-a]pyrimidin-5-yl)amino)piperidine-1-carboxylate C(C)(C)(C)OC(=O)N(C1=CC(=NC=2N1N=CC2C2CC2)N[C@@H]2CN(CCC2)C(=O)OC(C)(C)C)CC2=CC(=CC=C2)F